4-AMINO-2-METHOXYBENZALDEHYDE NC1=CC(=C(C=O)C=C1)OC